2-((4-((S)-2-(4-chloro-2-fluorophenyl)-2-methylbenzo[d][1,3]dioxol-4-yl)piperidin-1-yl)methyl)-1-(((S)-oxetan-2-yl)methyl)-4-(trifluoromethyl)-1H-imidazole ClC1=CC(=C(C=C1)[C@@]1(OC2=C(O1)C=CC=C2C2CCN(CC2)CC=2N(C=C(N2)C(F)(F)F)C[C@H]2OCC2)C)F